CN(C)CC(COCCCCCCCC\C=C/CCCCCCCC)OCCCCCCCC\C=C/CCCCCCCC N,N-dimethyl-2,3-dioleoxypropylamine